6-(3,8-diazabicyclo[3.2.1]octan-3-yl)-N-((1r,4r)-4-(3-chloro-4-cyanophenoxy)cyclohexyl)pyridazine-3-carboxamide C12CN(CC(CC1)N2)C2=CC=C(N=N2)C(=O)NC2CCC(CC2)OC2=CC(=C(C=C2)C#N)Cl